8-(4-chloro-2-fluorophenyl)-2,3-dimethyl-6-[(2S)-2-(1-methyl-1H-pyrazol-4-yl)morpholin-4-yl]-3H,4H-pyrimido[5,4-d][1,3]diazin-4-one ClC1=CC(=C(C=C1)C1=NC(=NC2=C1N=C(N(C2=O)C)C)N2C[C@@H](OCC2)C=2C=NN(C2)C)F